CN1C=C(C2=CC=CC=C12)NC(=O)N1CCC=2C1=NC=CC2N2CCN(CC2)C(=O)OC(C)(C)C tert-butyl 4-(1-((1-methyl-1H-indol-3-yl)carbamoyl)-2,3-dihydro-1H-pyrrolo[2,3-b]pyridin-4-yl)piperazine-1-carboxylate